sodium p-dimethylaminobenzil CN(C1=CC=C(C=C1)C(=O)C(=O)C1=CC=CC=C1)C.[Na]